CN1C=CC2=NC(=CC(=C21)CN2CCCC2)C=2C=C1CN(C(C1=CC2)=O)C2C(NC(CC2)=O)=O 3-(5-(1-methyl-7-(pyrrolidin-1-ylmethyl)-1H-pyrrolo[3,2-b]pyridin-5-yl)-1-oxoisoindolin-2-yl)piperidine-2,6-dione